Cl.C(C1=CC=CC=C1)NCCN1C(=NC=C1)C=O 1-(2-BENZYLAMINOETHYL)-2-FORMYLIMIDAZOLE HCL